2-chloro-6-methylthieno[2,3-d]pyrimidin-4(3H)-one ClC=1NC(C2=C(N1)SC(=C2)C)=O